[1,3-dioxan-6-yl]acetic acid O1COCCC1CC(=O)O